CO[Si](CCCNCCC[Si](OC)(OC)OC)(OC)OC Bis-(gamma-Trimethoxysilylpropyl)amin